C1(=CC(=CC=C1)C1=NCCC2=CC=CC=C12)C 1-(3-tolyl)-3,4-dihydroisoquinoline